C(C)(C)NC=1N(C(C2=C(N1)CN([C@@H](C2)C)C(=O)OC(C)(C)C)=O)C2=CN=C(N2C)C(NC)=O (R)-tert-butyl 2-(isopropylamino)-6-methyl-3-(1-methyl-2-(methylcarbamoyl)-1H-imidazol-5-yl)-4-oxo-3,4,5,6-tetrahydropyrido[3,4-d]pyrimidine-7(8H)-carboxylate